NC1=NC=NN2C1=C(C=C2[C@H]2C[C@@H]([C@](O2)(CO)N=[N+]=[N-])O)I (2R,3S,5R)-5-(4-amino-5-iodopyrrolo[2,1-f][1,2,4]triazin-7-yl)-2-azido-2-(hydroxymethyl)tetrahydrofuran-3-ol